2-(4-(((4-(4-Ethylphenyl)-5-oxo-4,5-dihydro-1H-1,2,4-triazol-1-yl)meth-yl)thio)-2-methylphenoxy)acetic acid C(C)C1=CC=C(C=C1)N1C=NN(C1=O)CSC1=CC(=C(OCC(=O)O)C=C1)C